ClC1=C(C=C(C=C1)N1CCC(CC1)N1CC(NCC1)C)C(C(F)(F)F)(C)C 4-(1-(4-chloro-3-(1,1,1-trifluoro-2-methylpropan-2-yl)phenyl)piperidin-4-yl)-2-methylpiperazin